P(=O)(OC(C(=C(F)F)F)(F)F)([O-])[O-] perfluoroallyl phosphate